6-chloro-7-(2,3,4,7-tetrahydro-1H-azepin-5-yl)-2,3-dihydrobenzofuran ClC1=C(C2=C(CCO2)C=C1)C=1CCCNCC1